1-n-propylbenzimidazole C(CC)N1C=NC2=C1C=CC=C2